N-(1-(1H-indol-5-yl)-1,2,3,4-tetrahydroquinolin-3-yl)acrylamide N1C=CC2=CC(=CC=C12)N1CC(CC2=CC=CC=C12)NC(C=C)=O